5-(2-((S)-2-(2-isopropylphenyl)pyrrolidin-1-yl)-7-azaspiro[3.5]non-7-yl)pyridineamide C(C)(C)C1=C(C=CC=C1)[C@H]1N(CCC1)C1CC2(C1)CCN(CC2)C=2C=CC(=NC2)C(=O)N